C(C1=CC=CC=C1)N[C@H](C1=CC=CC=C1)C (S)-N-benzyl-N-α-methyl-benzylamine